CN(C1NCCCC1)C N,N-dimethylpiperidin-2-amine